[2,3,5,6-tetrafluoro-4-(methoxymethyl)phenyl]methyl (1R,3S)-3-(2,2-dichloroethenyl)-2,2-dimethylcyclopropanecarboxylate ClC(=C[C@H]1C([C@@H]1C(=O)OCC1=C(C(=C(C(=C1F)F)COC)F)F)(C)C)Cl